FC1(C(N=C(C2=CC=CC=C12)C1=CN=C2N1C=CC=C2C)(C)C)F 4,4-difluoro-3,3-dimethyl-1-(8-methylimidazo[1,2-a]pyridin-3-yl)isoquinoline